[Si](C)(C)(C(C)(C)C)O[C@@H]1[C@H](O[C@H]([C@@H]1OC)N1C(NC(C=C1)=O)=O)OCP(OC)(O)=O Methyl hydrogen ((((2R,3S,4R,5R)-3-((tert-butyldimethylsilyl)oxy)-5-(2,4-dioxo-3,4-dihydropyrimidin-1(2H)-yl)-4-methoxytetrahydrofuran-2-yl)oxy)methyl)phosphonate